1-[6-(trifluoromethyl)pyridazin-3-yl]Methylamine monohydrochloride Cl.FC(C1=CC=C(N=N1)CN)(F)F